C(C)(C)(C)N(C(O)=O)C1=CC=C2CCCC3(CC=4N=C(N=C(C4CO3)OCC3=CC=CC=C3)SC)C2=C1.CC1=NC2=CC=C(C=C2C=C1)C(=O)N1CCNCC1 (2-methylquinolin-6-yl)(piperazin-1-yl)methanone tert-Butyl-(4'-(benzyloxy)-2'-(methylthio)-3,4,5',8'-tetrahydro-2H-spiro[naphthalene-1,7'-pyrano[4,3-d]pyrimidin]-7-yl)carbamate